2,4-dimethyl-6-oxopyrimidine-5-carboxamide CC=1NC(C(=C(N1)C)C(=O)N)=O